4,6-dichloro-5-(trifluoromethyl)pyrimidin-2-amine ClC1=NC(=NC(=C1C(F)(F)F)Cl)N